COC=1C=C(C=CC1)C1(N=C(N=C1NC1=CC=CC=C1)C1=CC=CC=C1)O 4-(3-methoxyphenyl)-2-phenyl-5-(phenylamino)-4H-imidazol-4-ol